4-(trifluoromethoxy)benzoylmethylenedimethyl-sulphur bromide FC(OC1=CC=C(C(=O)C=[S](C)(C)Br)C=C1)(F)F